[Cl-].Cl hydrochloric acid chloride